NC1(CCC2(N(CC3=CC(=CC=C23)Cl)C[C@H](CO)C)CC1)C(=O)O 4-amino-5'-chloro-2'-[(2R)-3-hydroxy-2-methylpropyl]-2',3'-dihydrospiro[cyclohexane-1,1'-isoindole]-4-carboxylic acid